CN1CC(C1)(C)[C@](O)(C1=CC=C(C=C1)C(C)C)C1=CC(=CC=C1)C1=NOC(=N1)C12CC(C1)(C2)CO (S)-(1,3-Dimethyl-azetidin-3-yl)-{3-[5-(3-hydroxymethyl-bicyclo[1.1.1]pent-1-yl)-[1,2,4]oxadiazol-3-yl]-phenyl}-(4-isopropyl-phenyl)-methanol